FC1=C(CN(C=2SC(=C(C2C(=O)O)CN(C)C)C2=CC=C(C=C2)[N+](=O)[O-])C(=O)OCCC)C(=CC=C1)F 2-((2,6-difluorobenzyl)(propoxycarbonyl)amino)-4-((dimethylamino)methyl)-5-(4-nitrophenyl)thiophene-3-carboxylic acid